C(#N)C=1C(=NC(=C(C1C1CC1)C#N)N(C)C)SC(C(=O)N)C1=CC=NC=C1 2-((3,5-dicyano-4-cyclopropyl-6-(dimethylamino)pyridin-2-yl)sulfanyl)-2-(pyridin-4-yl)acetamide